C(CCCCCC)(=O)OCN1C(CCC2=CC=C(C=C12)CCN1CCN(CC1)C1=CC(=CC=2SC=CC21)F)=O (7-(2-(4-(6-Fluorobenzo[b]thiophen-4-yl)piperazin-1-yl)ethyl)-2-oxo-3,4-dihydroquinolin-1(2H)-yl)methyl heptanoate